C(C)(C)(C)C1=C(C(C=NC2C(CCCC2)N=CC=2C(O)=C(C=CC2)C(C)(C)C)=CC=C1)O N,N'-bis(3-t-butyl-salicylidene)-1,2-cyclohexanediamine